N12CC=C(C(CCC1)C2)C2=CC=C(CN1C=CC3=CC(=CC=C13)N1N=C(C=C1C)C(=O)N)C=C2 1-(1-(4-(1-Azabicyclo[3.3.1]non-3-en-4-yl)benzyl)-1H-indol-5-yl)-5-methyl-1H-pyrazol-3-carboxamid